N-(5-((6-(3-(3',5'-difluoro-[1,1'-biphenyl]-3-yl)-isoxazolidin-2-yl)-pyrimidin-4-yl)-amino)-2-((2-(dimethylamino)-ethyl)(methyl)-amino)-4-meth-oxyphenyl)acryl-amide FC=1C=C(C=C(C1)F)C1=CC(=CC=C1)C1N(OCC1)C1=CC(=NC=N1)NC=1C(=CC(=C(C1)NC(C=C)=O)N(C)CCN(C)C)OC